4-(1H-indol-1-yl)-N5,N5-dimethylpyrimidine-2,5-diamine N1(C=CC2=CC=CC=C12)C1=NC(=NC=C1N(C)C)N